2-(3,8-diazabicyclo[3.2.1]oct-8-yl)-N-cyclopentylbenzo[d]thiazole-6-carboxamide C12CNCC(CC1)N2C=2SC1=C(N2)C=CC(=C1)C(=O)NC1CCCC1